C(C)(C)(C)NCCNC(C)(C)C N,N'-bis(tertiary butyl)ethylenediamine